ClC1=CC=C(C=C1)C1=CC=C(C=C1)CNS(=O)(C1=CC=C(C=C1C=1C(=CC=CC1)C1=CC=CC=C1)N)=O N-((4'-chloro-[1,1'-biphenyl]-4-yl)methyl)-[1,1'-biphenyl]-4-sulfanilamide